C(C1=CC=CC=C1)[C@@H]1N(C[C@@H]2N(C1=O)[C@H](C(N(C2)CCC(C)C)=O)CC(C)C)C(CCC(C)C)=O (3S,6S,9aR)-3-benzyl-6-isobutyl-8-isopentyl-2-(4-methylpentanoyl)hexahydro-4H-pyrazino[1,2-a]pyrazine-4,7(6H)-dione